1-((2R,4S,5R)-4-hydroxy-5-(hydroxymethyl)-5-methyltetrahydrofuran-2-yl)-5-methylpyrimidine-2,4(1H,3H)-dione O[C@H]1C[C@@H](O[C@]1(C)CO)N1C(NC(C(=C1)C)=O)=O